N-(3-chloro-4-((3,5-dimethyl-4-oxo-3,4-dihydro-quinazolin-6-yl)oxy)-5-fluoropyridin-2-yl)propane-1-sulfonamide ClC=1C(=NC=C(C1OC=1C(=C2C(N(C=NC2=CC1)C)=O)C)F)NS(=O)(=O)CCC